CC(C(C(C(O)(O)F)(F)F)(F)F)F HexafluoroPentanediol